acetic acid [(2s,3s,4e,6s,7s,10s)-7,10-dihydroxy-2-[(2e,4e)-6-(6-methoxypyridin-2-yl) hept-2,4-dien-2-yl]-3,7-dimethyl-12-oxo-1-oxododec-4-en-6-yl] ester O[C@]([C@H](/C=C/[C@@H]([C@H](C=O)\C(\C)=C\C=C\C(C)C1=NC(=CC=C1)OC)C)OC(C)=O)(CC[C@@H](CC=O)O)C